NCCCCCCC1=C(C=CC=C1)C1=C(N=CC(=N1)NS(=O)(=O)C1=CC(=NC=C1)F)N1N=C(C=C1)OCC(C(F)(F)F)(C)C N-[6-[2-(6-aminohexyl)phenyl]-5-[3-(3,3,3-trifluoro-2,2-dimethyl-propoxy)pyrazol-1-yl]pyrazin-2-yl]-2-fluoro-pyridine-4-sulfonamide